7-methylocta-1,6-diene CC(=CCCCC=C)C